5-[(2-methylbiphenyl-3-yl)amino]pyrido[3,4-b]pyrazine-2-carbaldehyde CC1=C(C=CC=C1NC1=NC=CC=2C1=NC=C(N2)C=O)C2=CC=CC=C2